2-[2-[[(1R*)-1-(benzofuran-2-yl)ethyl]carbamoyl]indan-2-yl]acetic acid O1C(=CC2=C1C=CC=C2)[C@@H](C)NC(=O)C2(CC1=CC=CC=C1C2)CC(=O)O |o1:9|